di-tert-butyl phosphate tetrabutylammonium salt C(CCC)[N+](CCCC)(CCCC)CCCC.P(=O)(OC(C)(C)C)(OC(C)(C)C)[O-]